N1CC(C1)OC1=C(C=C2C(=N1)OC(C2)(C)C)C(=O)NC2=NC(=CC=C2)C=2C=NN(C2)C 6-(azetidin-3-yloxy)-2,2-dimethyl-N-(6-(1-methyl-1H-pyrazol-4-yl)pyridin-2-yl)-2,3-dihydrofuro[2,3-b]pyridine-5-carboxamide